FC[C@H]1CN(C[C@H](C1)NC1=NC=2N(C(C(=NC2C=N1)C1=CC(=C(C=C1)NS(=O)(=O)CCC)F)=O)C(C)C)C(=O)OC(C)(C)C tert-Butyl (3R,5S)-3-(fluoromethyl)-5-[[6-[3-fluoro-4-(propylsulfonylamino)phenyl]-8-isopropyl-7-oxo-pteridin-2-yl]amino]piperidine-1-carboxylate